BrC=1C=CC(=NC1COCC)CS(=O)(=O)OC methyl (5-bromo-6-(ethoxymethyl)pyridin-2-yl)methylsulfonate